thiodiethylene bis(3-(3,5-di-t-butyl-4-hydroxyphenyl) propionate) C(C)(C)(C)C=1C=C(C=C(C1O)C(C)(C)C)CCC(=O)OCCSCCOC(CCC1=CC(=C(C(=C1)C(C)(C)C)O)C(C)(C)C)=O